4-(3-(piperidine-4-yl)propyl)piperidine-1-carboxylate N1CCC(CC1)CCCC1CCN(CC1)C(=O)[O-]